2'-amino-7'-methyl-[1,1'-binaphthyl]-2-ol NC1=C(C2=CC(=CC=C2C=C1)C)C=1C(=CC=C2C=CC=CC12)O